C(C)(C)(C)OC(=O)N1CC(CC1)C1=CC=C2C3=C(N(C2=C1)C(=O)OC(C)(C)C)N=CN=C3C3=CC(=C(C=C3)[C@@H](C)NC(=O)C3=NC(=NO3)C(C)(C)C)C tert-butyl 7-(1-(tert-butoxycarbonyl) pyrrolidin-3-yl)-4-(4-((R)-1-(3-(tert-butyl)-1,2,4-oxadiazole-5-carboxamido) ethyl)-3-methylphenyl)-9H-pyrimido[4,5-b]indole-9-carboxylate